O[C@H]1C[C@@H](O[C@@H]1CO)N1C2=NC=NC(=C2N=C1)O 9-((2R,4S,5R)-4-hydroxy-5-(hydroxymethyl)tetrahydrofuran-2-yl)-9H-purin-6-ol